methyl 4-(4-fluoro-2,6-dimethylphenoxy)-3-methylthiophene-2-carboxylate FC1=CC(=C(OC=2C(=C(SC2)C(=O)OC)C)C(=C1)C)C